NCCC1=C(C=NC=C1)O 4-(aminoethyl)pyridin-3-ol